2-((R)-1-((1aR,7bR)-1,1a,3,7b-tetrahydro-2H-cyclopropa[c]isoquinolin-2-yl)ethyl)-4H-pyran-4-one C1[C@H]2N(CC=3C=CC=CC3[C@H]21)[C@H](C)C=2OC=CC(C2)=O